(3-Fluoroazetidin-1-yl)(1-(2-fluoropyridin-4-yl)-1H-pyrrolo[2,3-b]pyridin-2-yl)methanone Tert-butyl-2-(4-((4-(6-chloropyridazin-4-yl)phenyl)amino)piperidin-1-yl)acetate C(C)(C)(C)OC(CN1CCC(CC1)NC1=CC=C(C=C1)C1=CN=NC(=C1)Cl)=O.FC1CN(C1)C(=O)C1=CC=2C(=NC=CC2)N1C1=CC(=NC=C1)F